FC1=CC=C(CN2CC(N(CC2)C2CC3(C2)CCN(CC3)C(=O)OC(C)(C)C)C3=C(C=CC=C3)C(C)C)C=C1 tert-butyl 2-(4-(4-fluorobenzyl)-2-(2-isopropylphenyl) piperazin-1-yl)-7-azaspiro[3.5]nonane-7-carboxylate